[Th].[Y].[Ti] titanium yttrium thorium